C1(=CC=C(C=C1)C(C(O)O)=O)C1=CC=CC=C1 1-([1,1'-biphenyl]-4-yl)-2,2-dihydroxyethanone